1-(3-(2-chloro-6-(imidazo[1,2-a]pyridin-7-yl)pyridin-4-yl)morpholino)prop-2-en-1-one ClC1=NC(=CC(=C1)C1COCCN1C(C=C)=O)C1=CC=2N(C=C1)C=CN2